6-chloro-N-{3-[2-(4-chloro-3-fluorophenoxy)acetamido]bicyclo[1.1.1]pent-1-yl}-4-(pyridine-4-carbonyl)-3,4-dihydro-2H-1,4-benzoxazine-2-carboxamide ClC=1C=CC2=C(N(CC(O2)C(=O)NC23CC(C2)(C3)NC(COC3=CC(=C(C=C3)Cl)F)=O)C(=O)C3=CC=NC=C3)C1